CS(=O)(=O)C1=CC=C(CNC2=CC=C(C=C2)C2=NOC(=N2)C(C)C2=CC=CC3=CC=CC=C23)C=C1 N-(4-(methylsulfonyl)benzyl)-4-(5-(1-(naphthalen-1-yl)ethyl)-1,2,4-oxadiazol-3-yl)aniline